N-{5-(4-chlorophenoxy)chroman-3-yl}acrylamide ClC1=CC=C(OC2=C3CC(COC3=CC=C2)NC(C=C)=O)C=C1